3-((1-Methyl-1H-pyrazol-5-yl)methyl)bicyclo[1.1.1]pentane-1-carboxylic acid CN1N=CC=C1CC12CC(C1)(C2)C(=O)O